6,6-dimethyl-3-((7-(5-methyl-1-(((R)-morpholin-2-yl)methyl)-4-nitro-1H-pyrrol-2-yl)thieno[3,2-b]pyridin-2-yl)methyl)-3-azabicyclo[3.1.0]hexane CC1(C2CN(CC12)CC1=CC2=NC=CC(=C2S1)C=1N(C(=C(C1)[N+](=O)[O-])C)C[C@H]1CNCCO1)C